O.O.S(=O)(=O)([O-])[O-].[Ni+2] nickel sulfate dihydrate